4-(methoxymethoxy)trimethoxysilylbenzene COCOC1=CC=C(C=C1)[Si](OC)(OC)OC